COC(=O)[C@@H]1C=C[C@@H](C1)NC(=O)[C@]1(CC(=NO1)C1=CC(=CC(=C1)F)F)C=C (1S,4R)-4-[[(5S)-3-(3,5-difluorophenyl)-5-vinyl-4H-isoxazole-5-carbonyl]amino]cyclopent-2-ene-1-carboxylic acid methyl ester